(3R)-4-[2-chloro-6-(1-methanesulfonylcyclopropyl)pyrimidin-4-yl]-3-methylmorpholine ClC1=NC(=CC(=N1)N1[C@@H](COCC1)C)C1(CC1)S(=O)(=O)C